C([C@@H]1[C@H]([C@@H]([C@H]([C@@H](O1)O[C@H]2[C@H](O[C@@H]([C@@H]([C@H]2O)O)O)CO)O)O)O)O The molecule is a disaccharide that is alpha-D-galactopyranose in which the hydroxy group at position 4 has been converted into the corresponding beta-D-glucopyranoside. It is a glycoside, a beta-D-glucoside and a glycosylgalactose.